2-hydroxy-4-ethoxy-4'-ethyl-benzophenone OC1=C(C(=O)C2=CC=C(C=C2)CC)C=CC(=C1)OCC